Cl.FC(C1CC(C1)N)(F)F (1r,3r)-3-(trifluoromethyl)cyclobutan-1-amine hydrochloride